Sodium 2,3-bis((3-carboxypropanoyl)oxy)propyl ((R)-2,3-bis(tetradecanoyloxy)propyl) phosphate P(=O)(OCC(COC(CCC(=O)O)=O)OC(CCC(=O)O)=O)(OC[C@@H](COC(CCCCCCCCCCCCC)=O)OC(CCCCCCCCCCCCC)=O)[O-].[Na+]